ClC=1C=C(C2=C(C=C(O2)CNC(=O)C2=NC(=CN=C2)OC)C1)C(=O)O 5-Chloro-2-((6-methoxypyrazine-2-carboxamido)methyl)benzofuran-7-carboxylic acid